C1C=2N(CCN1C(=O)[O-])C1=C(N2)C=CC=C1 3,4-dihydrobenzo[4,5]imidazo[1,2-a]pyrazine-2(1H)-carboxylate